(2S)-2-fluoro-2-[[(2S,5R)-2-(acetamidomethylcarbamoyl)-3-methyl-7-oxo-1,6-diazabicyclo[3.2.1]oct-3-en-6-yl]oxy]-acetic acid lithium salt [Li+].F[C@@H](C(=O)[O-])ON1[C@@H]2C=C([C@H](N(C1=O)C2)C(NCNC(C)=O)=O)C